m-aminophenyl N,N-dimethylaminocarbamate CNN(C(OC1=CC(=CC=C1)N)=O)NC